CC1=CC=C(C=C1)S(=O)(=O)O.CNC(=O)C1=NC=CC=C1 N-methylpyridin-2-carboxamide 4-methylbenzenesulfonate